Zirconium phthalate C(C=1C(C(=O)[O-])=CC=CC1)(=O)[O-].[Zr+4].C(C=1C(C(=O)[O-])=CC=CC1)(=O)[O-]